tert-butyl (5-bromopyrimidin-2-yl)carbamate BrC=1C=NC(=NC1)NC(OC(C)(C)C)=O